FC=1C=C2C(=C(NC2=C(C1)F)C1=CC=C(C=C1)F)/C=C/C(=O)OC methyl (E)-3-[5,7-difluoro-2-(4-fluorophenyl)-1H-indol-3-yl]prop-2-enoate